N-(bicyclo[1.1.1]pent-1-yl)-6-(4-fluorophenyl)-4-hydroxy-2-oxo-1-(pyridin-4-ylmethyl)-1,2-dihydro-1,8-naphthyridine-3-carboxamide C12(CC(C1)C2)NC(=O)C=2C(N(C1=NC=C(C=C1C2O)C2=CC=C(C=C2)F)CC2=CC=NC=C2)=O